(4-(2-phenoxyphenyl)oxazol-2-yl)piperidine-1-carbonitrile O(C1=CC=CC=C1)C1=C(C=CC=C1)C=1N=C(OC1)C1N(CCCC1)C#N